FC(S(=O)(=O)C1=C(C(=C(C(=C1[2H])[2H])OB(O)O)[2H])[2H])(F)F (4-((trifluoromethyl)sulfonyl)phenyl-2,3,5,6-d4)boric acid